FC=1C(=CC(=C(C(=O)Cl)C1)O[C@H](C(F)(F)F)C)B1OC(C(O1)(C)C)(C)C (S)-5-Fluoro-4-(4,4,5,5-tetramethyl-1,3,2-dioxaborolan-2-yl)-2-((1,1,1-trifluoropropan-2-yl)oxy)benzoyl chloride